F[B-](F)(F)F.C1(=CC=CC=C1)[I+]C1=CC=C(C=C1)C phenyl-(p-tolyl)iodonium tetrafluoroborate